N1=C(C=CC=C1)[Se][Se]C1=NC=CC=C1 dipyrid-2-yl diselenide